(R)-1-(1-(1-(2-cyanophenyl)piperidin-4-yl)-2-hydroxyethyl)-3-(2-ethynylthiazol-4-yl)-urea C(#N)C1=C(C=CC=C1)N1CCC(CC1)[C@H](CO)NC(=O)NC=1N=C(SC1)C#C